3H-pyrazolo[3,4-c]quinoline-8-carboxamide C1=NNC=2C=NC=3C=CC(=CC3C21)C(=O)N